(Z)-3-ethyl-5-(naphthalene-2-ylmethylene)imidazolidine-2,4-dione C(C)N1C(N\C(\C1=O)=C/C1=CC2=CC=CC=C2C=C1)=O